C1(CC1)C1=CC=C(C=C1)C1=CC=C(C=C1)ON1N=NC(=C1)C(=O)O ((4'-cyclopropyl-[1,1'-biphenyl]-4-yl)oxy)-1H-1,2,3-triazole-4-carboxylic acid